(2,2,6,6-tetramethylpiperidin-4-yl)-1,3,4-thiadiazol-2-amine CC1(NC(CC(C1)C1=NN=C(S1)N)(C)C)C